ClC1=CC=C(C=C1)C=1N=C2N(C=CC=C2)C1CN1CC2CCC(C1)N2C(=O)C2=NC(=CC=C2)OC (3-{[2-(4-Chlorophenyl)imidazo[1,2-a]pyridin-3-yl]methyl}-3,8-diazabicyclo[3.2.1]oct-8-yl)-(6-methoxypyridin-2-yl)methanon